3-(3-(6-Bromo-7-(((S)-1-(ethylsulfonyl)pyrrolidin-3-yl)amino)-1H-imidazo[4,5-b]pyridin-2-yl)-2,5-dimethyl-1H-pyrrol-1-yl)-N-(2-(dimethylamino)ethyl)-2-methylbenzamid BrC=1C(=C2C(=NC1)N=C(N2)C2=C(N(C(=C2)C)C=2C(=C(C(=O)NCCN(C)C)C=CC2)C)C)N[C@@H]2CN(CC2)S(=O)(=O)CC